FC1=C(C=CC=C1)C=1N=C(SC1)C=1C=C2C=CN(C2=CC1)C(C)C 4-(2-fluorophenyl)-2-(1-isopropylindol-5-yl)thiazole